CC1=CC=C(C=C1)S(=O)(=O)O.FC=1C=C(C#N)C=CC1COC1=NC(=CC=C1)N1CC=2CNCC2C1 3-fluoro-4-(((6-(3,4,5,6-tetrahydropyrrolo[3,4-c]pyrrol-2(1H)-yl)pyridin-2-yl)oxy)methyl)benzonitrile 4-methylbenzenesulfonate